tert-butyl (S)-(2-phenyl-1-(thiazol-2-yl)ethyl)carbamate C1(=CC=CC=C1)C[C@@H](C=1SC=CN1)NC(OC(C)(C)C)=O